5,5'-carbonylbis(1h-indene-1,3(2h)-dione) C(=O)(C=1C=C2C(CC(C2=CC1)=O)=O)C=1C=C2C(CC(C2=CC1)=O)=O